3-Benzyl-6-(4-chlorobenzyl)-1,2,3,4,8,9,10,11-octahydropyrido[3',4':5,6]pyrimido[1,2-a][1,3]diazepin-5(6H)-one C(C1=CC=CC=C1)N1CC=2C(N(C=3N(CCCCN3)C2CC1)CC1=CC=C(C=C1)Cl)=O